COC(OC)[SiH2]C1=CC=CC=C1 dimethoxymethylphenylsilane